C(C=C)(=O)N1CC2(C1)CN(CC2)C2=CN=C(C(=C2C#N)C=2C(=CC=C1C=NN(C21)C)C)C(C2=CC=CC=C2)=O 5-(2-acryloyl-2,6-diazaspiro[3.4]octan-6-yl)-2-benzoyl-3-(1,6-dimethyl-1H-indazol-7-yl)isonicotinonitrile